1,5-DIMETHYL-1H-INDOL-2-YLBORONIC ACID CN1C(=CC2=CC(=CC=C12)C)B(O)O